C=1NN=CC=CC1 2,3-diazepine